C(#N)[C@@H]1CN(CCN1)C(=O)NC=1SC(=C(N1)C1=CC(=CC=C1)C#N)C1=CC(=NC(=C1)C)C (3S)-3-Cyano-N-[4-(3-cyanophenyl)-5-(2,6-dimethyl-4-pyridyl)thiazol-2-yl]piperazin-1-carboxamid